CC=1N=C2N(N=CC=C2N2C(C=CC=C2)=O)C1 1-(2-methylimidazo[1,2-b]pyridazin-8-yl)pyridin-2(1H)-one